6-[[6-[5-Carboxypentyl(ethyl)amino]-1,1-dimethyl-2H-xanthen-10-ium-3-yl]amino]naphthalen-2-sulfonat C(=O)(O)CCCCCN(C=1C=C2[O+]=C3C=C(CC(C3=CC2=CC1)(C)C)NC=1C=C2C=CC(=CC2=CC1)S(=O)(=O)[O-])CC